1-(6-(2-methylmorpholino)naphthalen-2-yl)cyclobutane-1,3-diamine CC1OCCN(C1)C=1C=C2C=CC(=CC2=CC1)C1(CC(C1)N)N